(S)-2-(5-(benzyloxy)-3-((S)-but-3-en-2-yl)-4,6-dioxo-7-((2,4,6-trifluorobenzyl)carbamoyl)-2,3,4,6-tetrahydro-1H-pyrido[2,1-f][1,2,4]triazin-1-yl)but-3-en-1-yl acetate C(C)(=O)OC[C@H](C=C)N1N2C(C(N(C1)[C@@H](C)C=C)=O)=C(C(C(=C2)C(NCC2=C(C=C(C=C2F)F)F)=O)=O)OCC2=CC=CC=C2